FC=1C=CC(=NC1)C(=O)N[C@H](C)C=1C=C2CCCN(C2=CC1)C(=O)C1(CC1)F 5-Fluoro-N-{(1R)-1-[1-(1-fluorocyclopropan-1-carbonyl)-1,2,3,4-tetrahydrochinolin-6-yl]ethyl}pyridin-2-carboxamid